(2R)-N-[2-[(4,4-difluorocyclohexyl)amino]-2-oxo-1-(3-pyridyl)ethyl]-4,4-difluoro-N-[4-(pentafluoro-λ6-sulfanyl)phenyl]pyrrolidine-2-carboxamide FC1(CCC(CC1)NC(C(C=1C=NC=CC1)N(C(=O)[C@@H]1NCC(C1)(F)F)C1=CC=C(C=C1)S(F)(F)(F)(F)F)=O)F